ClC1=CC=C(C(=O)NC2=C(C(=NN2C)C(F)(F)F)Cl)C=C1 4-chloro-N-(4-chloro-1-methyl-3-(trifluoromethyl)-1H-pyrazol-5-yl)benzamide